(3-isobutyl-2,5-dimethoxybicyclo[4.2.0]octa-1,3,5-trien-7-yl)methanamine C(C(C)C)C=1C(=C2CC(C2=C(C1)OC)CN)OC